1-(5-(1-(2-fluoroethyl)-4-hydroxypiperidin-4-yl)thiophen-2-yl)-2-((6-methoxy-2-methylquinazolin-4-yl)thio)ethan-1-one FCCN1CCC(CC1)(O)C1=CC=C(S1)C(CSC1=NC(=NC2=CC=C(C=C12)OC)C)=O